(S)-6-(1-amino-1,3-dihydrospiro[indene-2,4'-piperidine]-1'-yl)-3-(1-(2-fluorophenyl)vinyl)-1,5-dihydro-4H-pyrazole N[C@@H]1C2=CC=CC=C2CC12CCN(CC2)C2=CC=CC(=C2C(=C)C2=NNCC2)F